ClC=1C(=NC(=NC1)NC=1C=NNC1)C1=CN(C2=CC=CC=C12)C 5-chloro-4-(1-methyl-1H-indol-3-yl)-N-(1H-pyrazol-4-yl)pyrimidin-2-amine